CC(CCOC1=CC=C(C=C1)N1N=CC2=C1N=CN(C2=O)CC2CCN(CC2)C(=O)N)C 4-({1-[4-(3-methylbutoxy)phenyl]-4-oxo-1H,4H,5H-pyrazolo[3,4-d]pyrimidin-5-yl}methyl)piperidine-1-carboxamide